3-[[2-(diaminomethyleneamino)thiazol-4-yl]methylthio]propionic acid NC(N)=NC=1SC=C(N1)CSCCC(=O)O